C1(=CC(=CC=C1)CN1C(CCC1=O)C(=O)NC(C(=O)NO)C(C)O)C1=CC=CC=C1 1-([1,1'-Biphenyl]-3-ylmethyl)-N-(3-hydroxy-1-(hydroxyamino)-1-oxobutan-2-yl)-5-oxopyrrolidine-2-carboxamide